N2-[4-[1-[2-(methylamino)ethyl]pyrazol-4-yl]phenyl]-N4-[2-(6-methyl-2-pyridyl)pyrimidin-4-yl]pyrimidine-2,4-diamine CNCCN1N=CC(=C1)C1=CC=C(C=C1)NC1=NC=CC(=N1)NC1=NC(=NC=C1)C1=NC(=CC=C1)C